(R)-N-(2-(1-methyl-1H-indazol-3-yl)propan-2-yl)-2-(pyrrolidin-2-yl)acetamide CN1N=C(C2=CC=CC=C12)C(C)(C)NC(C[C@@H]1NCCC1)=O